hexadecyl-sodium C(CCCCCCCCCCCCCCC)[Na]